CN[C@H]1[C@@H]2[C@H](C=3C=C(C=CC13)C(F)(F)F)C2 (1aR,6S,6aS)-N-methyl-3-(trifluoromethyl)-1,1a,6,6a-tetrahydrocyclopropa[a]inden-6-amine